[NH4+].Br[C+2]F bromofluorocarbon ammonium